5-Amino-4-hydroxy-3-[[3-[(Z)-3-oxo-3-phenylprop-1-enyl]phenyl]diazenyl]naphthalene-2,7-disulfonate NC1=C2C(=C(C(=CC2=CC(=C1)S(=O)(=O)[O-])S(=O)(=O)[O-])N=NC1=CC(=CC=C1)\C=C/C(C1=CC=CC=C1)=O)O